ClC1=CC2=C(N=C(N=C2NCCS(=O)(=O)NC2=CC=CC=C2)N2CCN(CC2)C)C=N1 2-((6-chloro-2-(4-methylpiperazin-1-yl)pyrido[3,4-d]pyrimidin-4-yl)amino)-N-phenylethane-1-sulfonamide